(R)-N-(2-(4-Cyanothiazolidin-3-yl)-2-oxoethyl)-6-(1-(3-methylisoxazol-5-yl)-cyclopropyl)quinoline-4-carboxamide C(#N)[C@H]1N(CSC1)C(CNC(=O)C1=CC=NC2=CC=C(C=C12)C1(CC1)C1=CC(=NO1)C)=O